C(C)(C)(C)OC(=O)N1CCC2(CC(C2)N2N=CC(=C2)Br)CC1 2-(4-Bromopyrazol-1-yl)-7-azaspiro[3.5]nonane-7-carboxylic acid tert-butyl ester